BrC1=CC=C(C=C1)C(C1=CNC2=CN=C(C=C21)[N+](=O)[O-])C2=CNC1=CN=C(C=C12)[N+](=O)[O-] 3,3'-((4-bromophenyl)methylene)bis(5-nitro-1H-pyrrolo[2,3-c]pyridine)